4-benzyloxyphenylethyl-lauric acid C(C1=CC=CC=C1)OC1=CC=C(C=C1)CCC(C(=O)O)CCCCCCCCCC